p-Aminosalicylic Acid Hydrazide C1=CC(=C(C=C1N)O)C(=O)NN